zinc hexabromobenzoate BrC1C(C(C(C(=O)[O-])(C=C1)Br)(Br)Br)(Br)Br.[Zn+2].BrC1C(C(C(C(=O)[O-])(C=C1)Br)(Br)Br)(Br)Br